BrC1=C(C(=CC=C1)Cl)Cl 1-Bromo-2,3-dichlorobenzol